ClP1(OCC(CO1)CC(=O)OCCCC)=O butyl 2-(2-chloro-2-oxido-1,3,2-dioxaphosphinan-5-yl)acetate